OCC(C#N)CC1=CC=C2C(=CC(OC2=C1)=O)C1=C(C=CC=C1)C 3-hydroxy-2-((2-oxo-4-(o-tolyl)-2H-chromen-7-yl)methyl)propanenitrile